N,N-diethyl-N-(2-methoxyethyl)-N-methylammonium bis(trifluoromethylsulphonyl)imide [N-](S(=O)(=O)C(F)(F)F)S(=O)(=O)C(F)(F)F.C(C)[N+](C)(CCOC)CC